6-bromo-3-(4-fluorobutyl)isobenzofuran BrC=1C=CC2=C(OC=C2C1)CCCCF